O1C(=CC=C1)C1=NN=CO1 5-(furan-2-yl)-1,3,4-oxadiazole